O1C[C@@H](CC1)C(=O)N1CCN(CC1)C=1C=C(C=NC1)NC1=CC=C(C=N1)C1=CC=C(C=C1)N1C(CCC1)=O (R)-1-(4-(6-((5-(4-(tetrahydrofuran-3-carbonyl)piperazin-1-yl)pyridin-3-yl)amino)pyridin-3-yl)phenyl)pyrrolidin-2-one